C(=O)OCC1=CC=C(C=C1)NC([C@H](C)NC([C@H](C(C)C)NC(CCCCCN1C(C=CC1=O)=O)=O)=O)=O {4-[(2S)-2-[(2S)-2-[6-(2,5-dioxo-2,5-dihydro-1H-pyrrol-1-yl)hexanamido]-3-methylbutanamido]propanamido]phenyl}methyl formate